methyl 5-(1-phenylcyclopropyl)-1,2-oxazole-3-carboxylate C1(=CC=CC=C1)C1(CC1)C1=CC(=NO1)C(=O)OC